4-vinyl-2,3-dihydrobenzofuran-5-carboxylic acid methyl ester COC(=O)C=1C=CC2=C(CCO2)C1C=C